(S)-2-((2-chloro-6-(4-chlorophenyl)pyrimidin-4-yl)amino)propan-1-ol ClC1=NC(=CC(=N1)N[C@H](CO)C)C1=CC=C(C=C1)Cl